NC1C[C@H]2CC[C@@H](C1)N2C(=O)OC(C)(C)C tert-butyl (1R-3s-5S)-3-amino-8-azabicyclo[3.2.1]octane-8-carboxylate